ClC1=C(CON2C(C3=CC=CC=C3C2=O)=O)C=C(C=C1)OC 2-((2-chloro-5-methoxybenzyl)oxy)isoindoline-1,3-dione